C(C1=CC=CC=C1)N(C(CNC(OC(C)(C)C)=O)CF)CC1=CC=CC=C1 tert-butyl (2-(dibenzylamino)-3-fluoropropyl)-carbamate